N-(2-hydroxyethyl)acetoacetamide OCCNC(CC(=O)C)=O